2-[4-(Tert-Butoxycarbonylaminomethyl)-piperidin-1-yl]-pyrimidine-5-carboxylic acid methyl ester COC(=O)C=1C=NC(=NC1)N1CCC(CC1)CNC(=O)OC(C)(C)C